tert-butyl N-((chloromethoxy)carbonyl)-N-((2-(methylamino)pyridin-3-yl)methyl)glycinate ClCOC(=O)N(CC(=O)OC(C)(C)C)CC=1C(=NC=CC1)NC